((1-(4-methoxyphenyl)-9H-pyrido[3,4-b]indol-3-yl)amino)naphthalene-1,2-dione COC1=CC=C(C=C1)C1=NC(=CC2=C1NC1=CC=CC=C21)NC=2C(C(C1=CC=CC=C1C2)=O)=O